N-(2-oxo-2-((2'-oxo-1',2',5,7-tetrahydrospiro[cyclopenta[c]pyridin-6,3'-pyrrolo[2,3-b]pyridin]-3-yl)amino)ethyl)pivalamide O=C(CNC(C(C)(C)C)=O)NC1=CC2=C(C=N1)CC1(C(NC3=NC=CC=C31)=O)C2